ClC1=CC(=C(C=C1)C1=NC(=CN2C1=NC(=C(C2=O)C(F)(F)F)C)N2C[C@@H](OCC2)C=2C=NN(C2)C)F (S)-9-(4-chloro-2-fluorophenyl)-2-methyl-7-(2-(1-methyl-1H-pyrazol-4-yl)morpholino)-3-(trifluoromethyl)-4H-pyrazino[1,2-a]pyrimidin-4-one